Cl[Pt](C)(C)Cl dichlorodimethylplatinum